2-(1-(tert-Butoxycarbonyl)piperidin-4-yl)-5-fluoropyridine 1-oxide C(C)(C)(C)OC(=O)N1CCC(CC1)C1=[N+](C=C(C=C1)F)[O-]